C(C)(=O)NC1=CC=C(C=N1)NC(=O)[C@@H]1CC12CCN(CC2)C(=O)OC(C(F)(F)F)C(F)(F)F |r| 1,1,1,3,3,3-hexafluoropropan-2-yl (±)-1-((6-acetamidopyridin-3-yl)carbamoyl)-6-azaspiro[2.5]octane-6-carboxylate